Cl.CNC(=O)C1CC1 N-methylcyclopropanecarboxamide hydrochloride